N=1S(N=CC2=CC=C3C=CN=C3C21)(=O)=O [1,2,6]thiadiazino[4,3-g]indole 2,2-dioxide